NC1=CC=C(C=C1)C#CC1=C(C=C(C(=C1)C#CC1=CC=C(C=C1)N)C#CC1=CC=C(C=C1)N)C#CC1=CC=C(C=C1)N 1,2,4,5-tetrakis((4-aminophenyl)ethynyl)benzene